N1-(5-chloro-2-methylphenyl)-N2-(1H-pyrrolo[3,2-b]pyridin-3-yl)oxalamide ClC=1C=CC(=C(C1)NC(C(=O)NC1=CNC=2C1=NC=CC2)=O)C